C(C)(C)(C)C=1C=C(CC2=C(C(=CC(=C2)CC2=CC(=C(C(=C2)C(C)(C)C)O)C(C)(C)C)CC2=CC(=C(C(=C2)C(C)(C)C)O)C(C)(C)C)O)C=C(C1O)C(C)(C)C 2,4,6-Tris-(3,5-di-tert-butyl-4-hydroxybenzyl)phenol